phenyl (2,4-difluorophenyl) sulfide FC1=C(C=CC(=C1)F)SC1=CC=CC=C1